methyl 5-((4-((5-(1,1-difluorobut-3-en-1-yl)pyridin-2-yl)methyl)-6-fluoro-1H-indol-5-yl)oxy)-2-fluorobenzimidothioate hydroiodide I.FC(CC=C)(F)C=1C=CC(=NC1)CC1=C2C=CNC2=CC(=C1OC=1C=CC(=C(C(=N)SC)C1)F)F